(4S,5R)-4-((5-Chloropyridin-2-yl)thio)-8-oxo-6-oxa-2,9-diazaspiro[4.5]Decane-2-carboxylic acid tert-butyl ester C(C)(C)(C)OC(=O)N1C[C@]2([C@H](C1)SC1=NC=C(C=C1)Cl)OCC(NC2)=O